2-ethyl-2-methyl-hexan-1-ol C(C)C(CO)(CCCC)C